FC=1C=C2C(CO[C@H](C2=CC1)[C@H]1NCCC1)O (1R)-6-fluoro-1-((S)-pyrrolidin-2-yl)isochroman-4-ol